tert-butyl (Z)-(6-((2-(((tert-butoxycarbonyl)amino)methyl)-3-fluoroallyl)oxy)-7-fluorobenzo[d]thiazol-2-yl)(propyl)carbamate C(C)(C)(C)OC(=O)NC/C(/COC1=C(C2=C(N=C(S2)N(C(OC(C)(C)C)=O)CCC)C=C1)F)=C/F